bis(4-methoxyphenyl)amin COC1=CC=C(C=C1)NC1=CC=C(C=C1)OC